C(C)OC(=O)C1C=NC2=CN=CC=C2C1=O 4-oxo-1,7-naphthyridine-3-carboxylic acid ethyl ester